OC1=C(C(=CC(=C1)OC)OC)C(C=CC1=CC=C(C=C1)OCCC)=O 1-(2-Hydroxy-4,6-dimethoxyphenyl)-3-(4-propoxyphenyl)prop-2-en-1-one